CN1C(N(C=2N=CN(C2C1=O)[C@H](C(=O)NC=1SC(=C(N1)C1=CC(=C(C=C1)N1C[C@H](CC1)OC(F)(F)F)F)C)C)C)=O (S)-2-(1,3-dimethyl-2,6-dioxo-1,2,3,6-tetrahydro-7H-purin-7-yl)-N-(4-(3-fluoro-4-((S)-3-(trifluoromethoxy)pyrrolidin-1-yl)phenyl)-5-methylthiazol-2-yl)propanamide